n-methylaminosulfonic acid CNS(=O)(=O)O